(3-Chloro-4-fluorophenyl)-1-(4-methoxy-2,6-dimethylphenyl)-1-((5-(trifluoromethyl)-1H-pyrazol-3-yl)methyl)urea ClC=1C=C(C=CC1F)NC(N(CC1=NNC(=C1)C(F)(F)F)C1=C(C=C(C=C1C)OC)C)=O